C(C)C(COC(CCN)=O)CCCC β-alanine 2-ethylhexyl ester